2-cyclohexyl-8-(4-((4-(methylsulfonyl)piperidin-1-yl)methyl)phenyl)-1,2,4,7-tetrahydro-3H-pyrrolo[3',2':5,6]pyrido[3,4-d]pyrimidin-3-one C1(CCCCC1)N1C(NC2=C(C1)C1=C(N=C2)NC(=C1)C1=CC=C(C=C1)CN1CCC(CC1)S(=O)(=O)C)=O